FC(C(=O)NC1=CC=2C(C=3N=C(N=CC3C2C2=C1C=CC=C2)C(F)(F)F)=O)=C 2-fluoro-N-(7-oxo-9-(trifluoromethyl)-7H-benzo[6,7]indeno[2,1-d]pyrimidin-5-yl)acrylamide